N-{4-[(7-ethoxy-5-methoxyquinazolin-4-yl)amino]phenyl}-2-[4-(propan-2-yl)-1H-1,2,3-triazol-1-yl]acetamide C(C)OC1=CC(=C2C(=NC=NC2=C1)NC1=CC=C(C=C1)NC(CN1N=NC(=C1)C(C)C)=O)OC